OC1=C(C=CC(=C1)O)C(\C=C/C1=CC=C(C=C1)OC)=O (Z)-1-(2,4-Dihydroxyphenyl)-3-(4-methoxyphenyl)prop-2-en-1-one